C(C)(C)(C)OC(=O)N1CCC(CC1)NCC1=CC=C(C=C1)F 4-[(4-fluorophenyl)methyl-amino]piperidine-1-carboxylic acid tert-butyl ester